7-benzyloxy-5,6-dihydroxyflavone C(C1=CC=CC=C1)OC1=C(C(=C2C(C=C(OC2=C1)C1=CC=CC=C1)=O)O)O